(3S)-3-[6-[2-cyano-3-[[ethyl(methyl)sulfamoyl]amino]-6-fluoro-phenoxy]-4-methoxy-3-quinolyl]-1-oxa-8-azaspiro[4.5]decane C(#N)C1=C(OC=2C=C3C(=C(C=NC3=CC2)[C@H]2COC3(C2)CCNCC3)OC)C(=CC=C1NS(N(C)CC)(=O)=O)F